C(C)(=O)C=1C(=NC(=CC1)N1C=NC2=C1C=NC(=C2)Br)N2N=C(C=C2C)C#N 1-[3-Acetyl-6-(6-bromoimidazo[4,5-c]pyridin-3-yl)-2-pyridyl]-5-methyl-pyrazole-3-carbonitrile